ClC=1C=C(C(N(C1C=O)C1=CC=C(C=C1)F)=O)C(=O)OCC ethyl 5-chloro-1-(4-fluorophenyl)-6-formyl-2-oxo-1,2-dihydropyridine-3-carboxylate